tert-butyl N-[[rel-(1S,2S)-2-(hydroxymethyl)cyclopropyl] methyl]carbamate OC[C@@H]1[C@H](C1)CNC(OC(C)(C)C)=O |o1:2,3|